O(C1=CC=CC=C1)C=1N(C=CN1)C(=O)NCCCC1(CC1)C(F)(F)F phenoxy-N-(3-(1-(trifluoromethyl)cyclopropyl)propyl)-1H-imidazole-1-carboxamide